3-hydroxy-2-((5-(methoxy-d3)-7-methyl-1H-indol-4-yl)methyl)-2H-indazole-5-carbonitrile OC=1N(N=C2C=CC(=CC12)C#N)CC1=C2C=CNC2=C(C=C1OC([2H])([2H])[2H])C